4-amino-N-(2,6-difluorobenzyl)-3-methyl-N-(2-(1-methylpyrazol-4-yl)-6,7-dihydro-4H-thieno[3,2-c]pyran-7-yl)-1,3-dihydrofuro[3,4-c]quinoline-8-carboxamide NC1=NC=2C=CC(=CC2C2=C1C(OC2)C)C(=O)N(C2C1=C(COC2)C=C(S1)C=1C=NN(C1)C)CC1=C(C=CC=C1F)F